1-(4-aminobenzyl)-1H-imidazole-2-carboxylic acid NC1=CC=C(CN2C(=NC=C2)C(=O)O)C=C1